BrC1=CC=C(C=C1)C1(C(OCC(C1)=C)=O)C(=O)OC methyl 3-(4-bromophenyl)-5-methylene-2-oxo-tetrahydro-2H-pyran-3-carboxylate